C(CCCC)C1(NC=NC(=N1)C1=CC=C(C=C1)[N+](=O)[O-])CCCCC 4,4-Dipentyl-6-p-nitrophenyl-1,3,5-triazine